C(C)(C)(C)C=1C=NN(C1)C1=CC(=C(C(=C1)F)N1C(C2(N3C1=NC=C3C3=NC=CC=C3)CC2)=O)F 7'-[4-(4-tert-butylpyrazol-1-yl)-2,6-difluoro-phenyl]-3'-(2-pyridyl)spiro[cyclopropane-1,5'-imidazo[1,2-a]imidazole]-6'-one